bis(N-((perfluorobutyl)sulfonyl)-3,5-bis(trifluoromethyl)benzamide) copper [Cu].FC(C(C(C(F)(F)F)(F)F)(F)F)(S(=O)(=O)NC(C1=CC(=CC(=C1)C(F)(F)F)C(F)(F)F)=O)F.FC(C(C(C(F)(F)F)(F)F)(F)F)(S(=O)(=O)NC(C1=CC(=CC(=C1)C(F)(F)F)C(F)(F)F)=O)F